Sodium 3,5-dihydroxybenzenesulfonate dihydrate O.O.OC=1C=C(C=C(C1)O)S(=O)(=O)[O-].[Na+]